C(C)(=O)OC([C@H](C[C@H]1C(NCC1)=O)NC([C@H](CCC)N)=O)C(NC1CC1)=O (2S)-2-[(2S)-2-aminopentanamido]-1-(cyclopropylcarbamoyl)-3-[(3S)-2-oxopyrrolidin-3-yl]propyl acetate